C1(=CC=CC=C1)C1=CC=C(C(C2=CC=C(C=C2)C2=CC=CC=C2)(O)O[PH2]=O)C=C1 4,4'-diphenylphosphinoyloxybenzhydrol